C(C1=CC=CC=C1)NC(N(C1=CC=C(C=C1)NC1=CC=NC=C1)[C@@H]1CC[C@H](CC1)NC1=NC=C(C=C1)C#N)=O 3-benzyl-1-(trans-4-((5-cyanopyridin-2-yl)amino)cyclohexyl)-1-(4-(pyridin-4-ylamino)phenyl)urea